3-phenylpropionic acid 2-methoxy-4-ethylphenyl ester COC1=C(C=CC(=C1)CC)OC(CCC1=CC=CC=C1)=O